O1C(COCC1)CNC=1C=NC=2CCN(CC2C1)C1=C(C=C(C=N1)C#N)C 6-[3-(1,4-dioxan-2-ylmethylamino)-7,8-dihydro-5H-1,6-naphthyridin-6-yl]-5-methyl-pyridine-3-carbonitrile